1-hydroxy-2-[(3s,4S)-3-[(4-methanesulfonyl-phenoxy)methyl]-4-methylpyrrolidin-1-ylethyl]benzonitrile OC1(C#N)C(C=CC=C1)CCN1C[C@H]([C@@H](C1)C)COC1=CC=C(C=C1)S(=O)(=O)C